3-(2,6-diazaspiro[3.3]heptan-2-ylmethyl)-5-(trifluoromethyl)isothiazole C1N(CC12CNC2)CC2=NSC(=C2)C(F)(F)F